14-(1-(2-[(3aR,7aR)-4-(3-fluorophenyl)-hexahydro-2H-pyrrolo[3,2-b]pyridin-1-yl]pyridin-4-yl)piperidin-2-yl)-3,6,9,12-tetraoxatetradecan-1-ol FC=1C=C(C=CC1)N1[C@H]2[C@@H](CCC1)N(CC2)C2=NC=CC(=C2)N2C(CCCC2)CCOCCOCCOCCOCCO